ammonia nitrogen fluorine [F].[N].N